1-[4-(2,3-dimethylphenyl)piperazin-1-yl]-2-{3-[4-(2H-tetrazol-2-yl)piperidine-1-carbonyl]-5,6-dihydrocyclopenta[c]pyrazol-1(4H)-yl}ethan-1-one CC1=C(C=CC=C1C)N1CCN(CC1)C(CN1N=C(C2=C1CCC2)C(=O)N2CCC(CC2)N2N=CN=N2)=O